1-(6-fluoro-3-(4-(methylsulfonyl)piperazine-1-carbonyl)quinolin-4-yl)-4-phenylpiperidine-4-carbaldehyde FC=1C=C2C(=C(C=NC2=CC1)C(=O)N1CCN(CC1)S(=O)(=O)C)N1CCC(CC1)(C=O)C1=CC=CC=C1